C(C(C(C(CN)N)N)N)N 1,2,3,4,5-pentanepentamine